N,N,2,2,6,6-hexamethyl-4-piperidinamine CC1(CC(CC(N1)(C)C)N(C)C)C